CC(CO)(C)N1CCOCC1 2-methyl-2-morpholino-propan-1-ol